2-([1-[(2-Chlorophenyl)methyl]-5-(4-cyclopropoxythien-2-yl)-1H-pyrazol-3-yl]methoxy)-2-methylpropanoic acid ClC1=C(C=CC=C1)CN1N=C(C=C1C=1SC=C(C1)OC1CC1)COC(C(=O)O)(C)C